5-(azetidin-1-yl)-3,3-dimethyl-2,3-dihydro-1H-pyrrolo[3,2-b]pyridine N1(CCC1)C1=CC=C2C(=N1)C(CN2)(C)C